3-HYDROXY-3-METHYLCYCLOBUTANECARBOXYLIC ACID OC1(CC(C1)C(=O)O)C